FC(C1=NC=2C(CCCC2C=C1C#N)O)F 2-(difluoromethyl)-8-hydroxy-5,6,7,8-tetrahydroquinoline-3-carbonitrile